ClC1=CC(=CC2=C1OCO2)C=2C=C1C(=NC2)N(N=C1NC(CC(C)(C)C)=O)CCC(C)(C)O N-(5-(7-chlorobenzo[d][1,3]dioxol-5-yl)-1-(3-hydroxy-3-methylbutyl)-1H-pyrazolo[3,4-b]pyridin-3-yl)-3,3-dimethylbutanamide